The molecule is a lysophosphatidylcholine 20:4 in which the the acyl group at position 1 is specified as (8Z,11Z,14Z,17Z)-icosatetraenoyl. It derives from an all-cis-8,11,14,17-icosatetraenoic acid. CC/C=C\\C/C=C\\C/C=C\\C/C=C\\CCCCCCC(=O)OC[C@H](COP(=O)([O-])OCC[N+](C)(C)C)O